C(C)(C)C1=NN(C(C2=C1NC=1C=CC=CC21)=O)CC(=O)O 2-(4-isopropyl-1-oxopyridazino[4,5-b]indol-2(1H)-yl)acetic acid